2-methylthio-6-methyladenosine CSC1=NC(C2=NCN([C@H]3[C@H](O)[C@H](O)[C@@H](CO)O3)C2=N1)(N)C